(R)-5-amino-N-(1-(2,6-difluoro-4-(trifluoromethyl)phenyl)ethyl)-N-methyl-6,8-dihydro-1H-furo[3,4-d]pyrrolo[3,2-b]pyridine-2-carboxamide NC1=C2C(=C3C(=N1)C=C(N3)C(=O)N(C)[C@H](C)C3=C(C=C(C=C3F)C(F)(F)F)F)COC2